C(C)OC(CN1[C@H](CN(C[C@H]1C)C(=O)OC(C)(C)C)C)=O tert-butyl (3S,5R)-4-(2-ethoxy-2-oxoethyl)-3,5-dimethylpiperazine-1-carboxylate